CN(C(CCCCCCCC)CCCCCCC\C=C/C\C=C/CCCCC)C (17Z,20Z)-N,N-dimethyl-hexacosa-17,20-dien-9-amine